NC1=CC=C(N=N1)C1CCN(CC1)C(=O)C1=NC=C(C(=C1)OC)OCC1(CC1)C [4-(6-Amino-pyridazin-3-yl)-piperidin-1-yl]-[4-methoxy-5-(1-methyl-cyclopropylmethoxy)-pyridin-2-yl]-methanone